3-(4-amino-1-oxo-1,3-dihydro-isoindol-2-yl)-2,6-dioxo-piperidine-1-carboxylic acid tert-butyl ester C(C)(C)(C)OC(=O)N1C(C(CCC1=O)N1C(C2=CC=CC(=C2C1)N)=O)=O